FC1(CC12CCN(CC2)CC2(CC2)CO)F 1-((1,1-difluoro-6-azaspiro[2.5]octan-6-ylmethyl)cyclopropyl)methanol